ClC1=CC=C(C(=N1)C(=O)O)N[C@H](C)C1=C2N=C(C(=NC2=CC(=C1)C)C#N)C1=NC=CC=C1 (R)-6-chloro-3-((1-(2-cyano-7-methyl-3-(pyridin-2-yl)quinoxalin-5-yl)ethyl)amino)picolinic acid